FC1=CC=C(C=C1)N1C(N(C=C(C1=O)C(=O)NC1=CC=C(C=C1)OC1=C(C=NC=C1)C=1C=NN(C1)C)C)=O 3-(4-fluorophenyl)-1-methyl-N-(4-((3-(1-methyl-1H-pyrazol-4-yl)pyridin-4-yl)oxy)phenyl)-2,4-dioxo-1,2,3,4-tetrahydropyrimidin-5-carboxamide